N(=[N+]=[N-])C[C@](CC1=CC=C(C=C1)O[Si](C)(C)C(C)(C)C)(N(C)C)C (S)-1-azido-3-(4-((tert-butyldimethylsilyl)oxy)phenyl)-N,N,2-trimethylpropan-2-amine